COC(=O)C=1C(N(N=C(C1)C1=CC=C(C=C1)C)C1=CC=CC=C1)=O 6-(4-Methylphenyl)-3-oxo-2-phenyl-2,3-dihydropyridazine-4-carboxylic acid methyl ester